S1C2=C(C=C1NC(=O)C1=CC3=CC=CC=C3C=C1NS(=O)(=O)C1=CC=C(C=C1)C)C=CC=C2 N-(Benzo[b]thiophen-2-yl)-3-((4-methylphenyl)sulfonamido)-2-naphthamid